S1(CS(CCS(CC1)(=O)=O)(=O)=O)(=O)=O 1,3,6-trithiacyclooctane-1,1,3,3,6,6-hexaoxide